tert-butyl-(3R)-3-[[2-chloro-5-[(2-fluoro-6-methyl-anilino)methyl] pyrimidin-4-yl]amino]piperidine-1-carboxylate C(C)(C)(C)OC(=O)N1C[C@@H](CCC1)NC1=NC(=NC=C1CNC1=C(C=CC=C1C)F)Cl